C(C)C=1C(C(C=CC1)(C)CC)O 2,6-diethyl-6-methylphenol